NC[C@H]1NC([C@H](SCC1)C=1C=C(C=CC1)NC(=O)C1CCCCC1)=O N-[3-[(2R,5S)-5-(aminomethyl)-3-oxo-1,4-thiazepan-2-yl]phenyl]cyclohexanecarboxamide